C(C1=CC=CC=C1)N1N=CC2=C(C=CC=C12)B1OC(C(O1)(C)C)(C)C 1-benzyl-4-(4,4,5,5-tetramethyl-1,3,2-dioxaborolan-2-yl)-1H-indazole